(S)-1'-(8-(2,3-dichlorophenyl)-9-methyl-9H-purin-2-yl)-1,3-dihydrospiro[inden-2,4'-piperidin]-1-amine ClC1=C(C=CC=C1Cl)C=1N(C2=NC(=NC=C2N1)N1CCC2(CC1)[C@@H](C1=CC=CC=C1C2)N)C